S(=O)(=O)([O-])[O-].[Co+2].NC1=CC(=NC=C1)C1=NC=CC=C1 4-amino-2,2-bipyridine cobalt sulfate